C(N1C(NC=C1)=O)([2H])([2H])[2H] 3-(methyl-d3)-1,3-dihydro-2H-imidazol-2-one